N[C@H]1COC2=C(N(C1=O)C)C=CC=C2 (3S)-3-amino-5-methyl-2,3-dihydro-1,5-benzoxazepin-4-one